N-(2-chloroethyl)-N-((9Z,12Z)-octadeca-9,12-dien-1-yl)octadeca-9,12-dien-1-amine ClCCN(CCCCCCCCC=CCC=CCCCCC)CCCCCCCC\C=C/C\C=C/CCCCC